ClC1=NC=C(C(=C1)N1C[C@H](C[C@@H](C1)F)NC(OC(C)(C)C)=O)C=1C=NN(C1)C(C)C tert-butyl N-[(3S,5S)-1-[2-chloro-5-(1-isopropylpyrazol-4-yl)-4-pyridyl]-5-fluoro-3-piperidyl]carbamate